(3-(4,5-Dihydroisoxazol-3-yl)-2-methyl-4-(methylsulfonyl)phenyl)(5-hydroxy-1-methyl-1H-pyrazol-4-yl)methanone O1N=C(CC1)C=1C(=C(C=CC1S(=O)(=O)C)C(=O)C=1C=NN(C1O)C)C